COC1=C(C=CC(=C1)N1CCOCC1)NC1=NC(=C2C(=N1)NN=C2C=2OC=CN2)NC2CCOCC2 N6-(2-methoxy-4-morpholinophenyl)-3-(oxazol-2-yl)-N4-(tetrahydro-2H-pyran-4-yl)-1H-pyrazolo[3,4-d]pyrimidine-4,6-diamine